(2-cyclopropyl-6-((2-((2-methoxy-5-methyl-4-(4-(4-methylpiperazin-1-yl)piperidin-1-yl)phenyl)amino)-7H-pyrrolo[2,3-d]pyrimidin-4-yl)amino)quinolin-5-yl)dimethylphosphine oxide C1(CC1)C1=NC2=CC=C(C(=C2C=C1)P(C)(C)=O)NC=1C2=C(N=C(N1)NC1=C(C=C(C(=C1)C)N1CCC(CC1)N1CCN(CC1)C)OC)NC=C2